C(C=C)(=O)OCCOC1=CC=C(C=C1)C(C)(C)C1=CC=C(C=C1)OCCOC(C=C)=O (1-methylethylidene)bis(4,1-phenyleneoxy-2,1-ethanediyl) diacrylate